1-(2-methoxyethoxy)-3-hexanone COCCOCCC(CCC)=O